tert-butyl (3R)-3-(1-methylimidazo[4,5-b]pyrazin-5-yl)oxypyrrolidine-1-carboxylate CN1C=NC=2C1=NC=C(N2)O[C@H]2CN(CC2)C(=O)OC(C)(C)C